2-chloro-3-isopropoxy-6-(trifluoromethyl)pyridine ClC1=NC(=CC=C1OC(C)C)C(F)(F)F